N1C(CC1)CN(C(OC)=O)C1(CC1)C1=CC(=C(C=C1)F)OC(F)(F)F methyl (azetidin-2-ylmethyl)(1-(4-fluoro-3-(trifluoromethoxy)phenyl)cyclopropyl)carbamate